FC=CSSC1=CC=CC=C1 phenyl (2-fluorovinyl) disulfide